(1-(4-cyano-3-(3,4-dichloro-2-methyl-2H-indazol-5-yl)-1H-pyrazolo[3,4-d]pyrimidin-6-yl)-4-phenylpiperidin-4-yl)carbamic acid tert-butyl ester C(C)(C)(C)OC(NC1(CCN(CC1)C1=NC(=C2C(=N1)NN=C2C2=C(C1=C(N(N=C1C=C2)C)Cl)Cl)C#N)C2=CC=CC=C2)=O